1-fluoroethylpyridine-1-ium bromide [Br-].FC(C)[N+]1=CC=CC=C1